C1(CC2C(CC1)O2)C(C)[Si](OC)(OC)OC 1-(3,4-epoxycyclohexyl)ethyltrimethoxysilane